C(C)OC(=O)C1CCC1 Cyclobutanecarboxylic acid ethyl ester